C(#N)C1(CC1)NC(=O)[C@H]1N(C[C@@H](C1)S(=O)(=O)C1=C(C=C(C=C1)C1=CN=C(S1)C)C(F)(F)F)C(=O)C1(CC1)C(F)(F)F (2S,4R)-4-[4-(2-methyl-thiazol-5-yl)-2-trifluoromethyl-benzenesulfonyl]-1-(1-trifluoromethyl-cyclopropanecarbonyl)-pyrrolidine-2-carboxylic acid (1-cyano-cyclopropyl)-amide